7-{(1S)-1-[1-(2,4-difluorophenyl)-1H-1,2,3-triazol-4-yl]ethyl}-5-[2-(trifluoromethyl)pyrimidin-5-yl]pyrrolo[2,1-f][1,2,4]triazin-4-amine FC1=C(C=CC(=C1)F)N1N=NC(=C1)[C@@H](C)C1=CC(=C2C(=NC=NN21)N)C=2C=NC(=NC2)C(F)(F)F